(E)-3,5,7-trimethyladamantane CC12CC3CC(CC(C1)(C3)C)(C2)C